OCNC(C=C)=O N-hydroxymethyl-acrylamide